C1(=CC=CC=C1)N1N=CC(=C1)COC1CC2(C(N3C(O2)CC[C@H]3C3=NC=CN=C3)=O)C1 (5'S)-3-[(1-phenyl-1H-pyrazol-4-yl)methoxy]-5'-(pyrazin-2-yl)tetrahydro-3'H-spiro[cyclobutane-1,2'-pyrrolo[2,1-b][1,3]oxazol]-3'-one